N-(4-chlorobenzyl)-2-methyl-5-oxo-6-((tetrahydro-2H-pyran-2-yl)methyl)-5,6-dihydro-1,6-naphthyridine-3-carboxamide ClC1=CC=C(CNC(=O)C=2C(=NC=3C=CN(C(C3C2)=O)CC2OCCCC2)C)C=C1